4-Bromobutyl 3-(octadecyloxy)-5-(tridecyloxy)benzoate C(CCCCCCCCCCCCCCCCC)OC=1C=C(C(=O)OCCCCBr)C=C(C1)OCCCCCCCCCCCCC